(4,4-difluoropiperidin-1-yl)(6-(5-morpholino-2H-indazol-2-yl)pyridin-3-yl)methanone FC1(CCN(CC1)C(=O)C=1C=NC(=CC1)N1N=C2C=CC(=CC2=C1)N1CCOCC1)F